6-[5-[(1R)-1-(3,5-dichloro-4-pyridyl)ethoxy]-1H-indazol-3-yl]-1'-ethyl-spiro[chromane-2,4'-piperidine]-4-one ClC=1C=NC=C(C1[C@@H](C)OC=1C=C2C(=NNC2=CC1)C=1C=C2C(CC3(CCN(CC3)CC)OC2=CC1)=O)Cl